2-(3-(3-(pyridin-2-yl)phenoxy)phenyl)pyridine N1=C(C=CC=C1)C=1C=C(OC=2C=C(C=CC2)C2=NC=CC=C2)C=CC1